6'-Bromo-1',2'-dihydrospiro[cyclopropane-1,3'-indol]-2'-one BrC1=CC=C2C3(C(NC2=C1)=O)CC3